(1-isopropyl-1H-pyrazol-4-yl)-N2-phenyl-N4-(1,2,3,4-tetrahydroisoquinolin-7-yl)pyrimidine-2,4-diamine C(C)(C)N1N=CC(=C1)C=1C(=NC(=NC1)NC1=CC=CC=C1)NC1=CC=C2CCNCC2=C1